C(C(C)C)(=O)OC1=C(C=CC(=C1)O)CC 2-ethyl-5-hydroxyphenyl isobutyrate